4-hydroxy-pyridine-3-carboxamide OC1=C(C=NC=C1)C(=O)N